tert-Butyl 3-[4-(1-aminopropan-2-yl)-3-fluorophenyl]-3,8-diazabicyclo[3.2.1]octane-8-carboxylate NCC(C)C1=C(C=C(C=C1)N1CC2CCC(C1)N2C(=O)OC(C)(C)C)F